(4-((4-chloro-1H-pyrrolo[2,3-b]pyridin-1-yl)methyl)-1H-1,2,3-triazol-1-yl)-N-(4-fluorobenzyl)benzamide ClC1=C2C(=NC=C1)N(C=C2)CC=2N=NN(C2)C2=C(C(=O)NCC1=CC=C(C=C1)F)C=CC=C2